5-methylthiazol CC1=CN=CS1